N-(4-(chlorodifluoromethoxy)phenyl)-6-(4-(((5-(2,4-dioxotetrahydropyrimidin-1(2H)-yl)pyridin-2-yl)methyl)(methyl)amino)piperidin-1-yl)-5-(1H-pyrazol-3-yl)nicotinamide ClC(OC1=CC=C(C=C1)NC(C1=CN=C(C(=C1)C1=NNC=C1)N1CCC(CC1)N(C)CC1=NC=C(C=C1)N1C(NC(CC1)=O)=O)=O)(F)F